C1(=CC=CC2=CC=CC=C12)OS(=O)(=O)C(F)(F)F naphthalen-1-yl-trifluoromethanesulfonate